4,7-bis(4-phenoxybutyl)-1,3-diiminobenzisoindoline O(C1=CC=CC=C1)CCCCC1=C2C(NC(C2=C2C(=C1)C=C(C=C2)CCCCOC2=CC=CC=C2)=N)=N